NC1CC2CCCC(C1)C2NC(=O)C2(CCN(CC2)C2=CN=NC(=C2)C2=C(C=CC=C2)O)C2=CC=CC=C2 N-{3-aminobicyclo[3.3.1]nonan-9-yl}-1-[6-(2-hydroxyphenyl)pyridazin-4-yl]-4-phenylpiperidine-4-carboxamide